2-[3-(2-hydroxy-ethyl)-phenylmethylsulfanyl]-6-oxo-4-thiophen-2-yl-1,6-dihydropyrimidine-5-carbonitrile OCCC=1C=C(C=CC1)CSC=1NC(C(=C(N1)C=1SC=CC1)C#N)=O